[Hg].C1(CC=CC=C1)C1=C2C=CC(C(=C3C=CC(=C(C=4C=CC(=C(C5=CC=C1N5)C5CC=CC=C5)N4)C4CC=CC=C4)N3)C3CC=CC=C3)=N2 dihydrotetraphenylporphyrin mercury